methyl 3,6-dibromo-2-methylbenzoate BrC=1C(=C(C(=O)OC)C(=CC1)Br)C